1,2-propanediamine taurate NCCS(=O)(=O)O.C(C(C)N)N